2-[2-amino-5-(4-methanesulfonylamino-phenyl)-pyridin-3-yloxymethyl]-N-(2-hydroxy-ethyl)-benzamide NC1=NC=C(C=C1OCC1=C(C(=O)NCCO)C=CC=C1)C1=CC=C(C=C1)NS(=O)(=O)C